dipyridothiadiazepine N1=CC=CC2=C1C1=C(N=NS2)N=CC=C1